tert-butyl ((8-bromo-5-(((5-fluoro-2,3-dihydrobenzofuran-4-yl)methyl)amino)imidazo[1,2-c]pyrimidin-2-yl)(cyclopropyl)methyl)carbamate BrC=1C=2N(C(=NC1)NCC1=C(C=CC3=C1CCO3)F)C=C(N2)C(C2CC2)NC(OC(C)(C)C)=O